C(C)(=O)NC=1C=C(C(=O)NC2CCC(CC2)NC2=CC(=NC(=C2)C(F)(F)F)C(F)(F)F)C=CC1 3-acetamido-N-[(1s,4s)-4-{[2,6-bis(trifluoromethyl)pyridin-4-yl]amino}cyclohexyl]benzamide